OC1=C(C(=O)O)C(=CC=N1)I 2-hydroxy-4-iodonicotinic acid